3,4-dihydro-5-methoxy-isoquinolin-1(2H)-one COC1=C2CCNC(C2=CC=C1)=O